(propan-2-yl)piperazin CC(C)N1CCNCC1